(S)-2-phenyl-2-((R)-piperidin-2-yl)acetamide C1(=CC=CC=C1)[C@H](C(=O)N)[C@@H]1NCCCC1